3-[(3-chloro-2-methoxyphenyl)amino]-2-(3-{2-[(2S,5R)-5-methylpyrrolidin-2-yl]ethynyl}pyridin-4-yl)-1H,5H,6H,7H-pyrrolo[3,2-c]pyridine-4-one ClC=1C(=C(C=CC1)NC1=C(NC2=C1C(NCC2)=O)C2=C(C=NC=C2)C#C[C@H]2N[C@@H](CC2)C)OC